C(C)N1C(N(C(C12CCNCC2)=O)C2=CC=C(C=C2)C(F)(F)F)=O 1-ethyl-3-[4-(trifluoromethyl)phenyl]-1,3,8-triazaspiro[4.5]decane-2,4-dione